C1(=C(C=CC2=CC=CC=C12)OC1=CC=C2SC=3C=CC(=CC3SC2=C1)CO)C1=C(C=CC2=CC=CC=C12)OC1=CC=C2SC=3C=CC(=CC3SC2=C1)CO {[1,1'-binaphthalene]-2,2'-diylbis(oxythianthrene-8,2-diyl)}dimethanol